6-(4-((1R,5S)-3,8-Diazabicyclo[3.2.1]octan-3-yl)-8-fluoro-2-(((2R,7aS)-2-fluorotetrahydro-1H-pyrrolizin-7a(5H)-yl)methoxy)quinazolin-7-yl)-4-chloro-5-(trifluoromethyl)pyridin-2-amine [C@H]12CN(C[C@H](CC1)N2)C2=NC(=NC1=C(C(=CC=C21)C2=C(C(=CC(=N2)N)Cl)C(F)(F)F)F)OC[C@]21CCCN1C[C@@H](C2)F